N1=C(C=CC=C1)C=NO cis-pyridine-2-carbaldehyde oxime